2-(2,4-dimethylphenylmercapto)bromobenzene CC1=C(C=CC(=C1)C)SC1=C(C=CC=C1)Br